OCCCCCCC(=O)N1CCC2=CC=C(C=C12)N1CCCC1 7-hydroxy-1-(6-(pyrrolidin-1-yl)indolin-1-yl)heptan-1-one